C(CCCCCCC)(=O)OCC(COC(CCCCCCC)=O)COC(CCCCCN(CCCCCCOC(OCCCCCCCCC)=O)CCO)=O 2-(9-(2-hydroxyethyl)-3,17-dioxo-2,16,18-trioxa-9-azaheptacosyl)propane-1,3-diyl Dioctanoate